2-(5-fluoro-1H-pyrrolo[2,3-b]pyridin-3-yl)-N-(2-methoxybenzyl)ethan-1-amine FC=1C=C2C(=NC1)NC=C2CCNCC2=C(C=CC=C2)OC